C(C)[C@H]1N(CC2=CC(=CC(=C2C1)F)C(=O)NO)C1CC2(C1)CCN(CC2)C (3R)-3-ethyl-5-fluoro-2-(7-methyl-7-azaspiro[3.5]nonan-2-yl)-3,4-dihydro-1H-isoquinoline-7-carbohydroxamic acid